FC1([C@H](CN(CC1)[C@H](C(=O)NC=1N=C2N(C1)[C@H](C[C@@H]2O)C2=CC(=CC(=C2)F)F)C)C2=CNC(C=C2)=O)F (S)-2-((S)-4,4-difluoro-3-(6-oxo-1,6-dihydropyridin-3-yl)piperidin-1-yl)-N-((5R,7S)-5-(3,5-difluorophenyl)-7-hydroxy-6,7-dihydro-5H-pyrrolo[1,2-a]imidazol-2-yl)propanamide